morpholinyl-(3-nitrophenyl)methanone N1(CCOCC1)C(=O)C1=CC(=CC=C1)[N+](=O)[O-]